(6S)-6-(1-(8-(cyclopropylmethyl)-8-azabicyclo[3.2.1]octan-3-yl)piperidin-4-yl)-2-(4-(methylsulfonyl)phenyl)-5,6,7,8-tetrahydroimidazo[1,2-a]pyridine C1(CC1)CN1C2CC(CC1CC2)N2CCC(CC2)[C@@H]2CCC=1N(C2)C=C(N1)C1=CC=C(C=C1)S(=O)(=O)C